ClCCCCC1=CNC2=CC=C(C=C12)C(F)(F)F 3-(4-chlorobutyl)-5-(trifluoromethyl)-indole